[N+](=O)([O-])C1=CC2=C(NC=NS2(=O)=O)C=C1 7-nitro-4H-benzo[e][1,2,4]thiadiazine 1,1-dioxide